6-(p-sulfoanilino)-s-triazin-2-yl-amine S(=O)(=O)(O)C1=CC=C(NC2=NC=NC(=N2)N)C=C1